COC1=CC=C(C=C1)O 4-monomethoxyphenol